2-(5-bromo-4,6-dimethylpyridin-2-yl)-4-(2-fluoro-6-methoxyphenyl)-2,3-dihydro-1H-pyrrolo[3,4-c]pyridin-1-one BrC=1C(=CC(=NC1C)N1CC=2C(=NC=CC2C1=O)C1=C(C=CC=C1OC)F)C